3-(5-((4-(1-(4-(5,7-Dimethoxy-4-oxo-3,4-dihydroquinazolin-2-yl)phenyl)piperidin-4-yl)piperazin-1-yl)methyl)-1-oxoisoindoline-2-yl)piperidine-2,6-dione COC1=C2C(NC(=NC2=CC(=C1)OC)C1=CC=C(C=C1)N1CCC(CC1)N1CCN(CC1)CC=1C=C2CN(C(C2=CC1)=O)C1C(NC(CC1)=O)=O)=O